3-(4-amino-3-fluorophenethyl)-2-(1-(4-bromophenyl)-3-(4-fluorophenyl)-1H-pyrazol-4-yl)-5-methyloxazolidin-4-one NC1=C(C=C(CCN2C(OC(C2=O)C)C=2C(=NN(C2)C2=CC=C(C=C2)Br)C2=CC=C(C=C2)F)C=C1)F